C1(CCCC1)N1N=C(C=C1COC1=CC=C(C=C1)CCO)C 1-cyclopentyl-5-[[4-(2-hydroxyethyl)phenoxy]methyl]-3-methyl-pyrazole